ClC1=NC=C2C(=N1)N(N=C2)C2CCC(CC2)(F)F 6-chloro-1-(4,4-difluorocyclohexyl)pyrazolo[3,4-d]pyrimidine